S1C(=CC=C1)S(=O)(=O)NN Thiophen-2-sulfonohydrazid